(E)-1-(2-chloro-3,4-dihydroxyphenyl)ethane-1-one O-(3-(5-propyl-1,2,4-oxadiazol-3-yl)benzyl) oxime C(CC)C1=NC(=NO1)C=1C=C(CO\N=C(/C)\C2=C(C(=C(C=C2)O)O)Cl)C=CC1